C(C1=CC=CC=C1)OC=1C=C(C=CC1OCC1=CC=CC=C1)OC(C(C=O)N(CC1=CC=CC=C1)CC1=CC=CC=C1)=O (3,4-dibenzyloxyphenyl)-2-dibenzylamino-3-oxopropionate